FC1=C(C(=CC(=C1F)C1=CC2=C(N=C(N=C2)N[C@@H]2CNC[C@H](C2)F)N(C1=O)C(C)C)F)NS(=O)(=O)C1=CC=CC=C1 N-(2,3,6-trifluoro-4-(2-(((3S,5S)-5-fluoropiperidin-3-yl)amino)-8-isopropyl-7-oxo-7,8-dihydropyrido[2,3-d]pyrimidin-6-yl)phenyl)benzenesulfonamide